N-[4-Amino-1-(2-trimethylsilylethoxymethyl)pyrazolo[4,3-c]pyridin-7-yl]-2-oxo-2-[rac-(2S,5R)-2-isopropyl-5-methyl-1-piperidyl]acetamide NC1=NC=C(C2=C1C=NN2COCC[Si](C)(C)C)NC(C(N2[C@@H](CC[C@H](C2)C)C(C)C)=O)=O |r|